1-(4-(dimethylamino)phenyl)-5-hydroxy-N,2-dimethyl-4-(piperidin-1-ylmethyl)-1H-indole-3-carboxamide CN(C1=CC=C(C=C1)N1C(=C(C2=C(C(=CC=C12)O)CN1CCCCC1)C(=O)NC)C)C